C(C)SC=1OC2=C(C=C(C=C2C(C1)=O)C)C(C)NC1=C(C(=O)OC(C)(C)C)C=CC=C1 tert-butyl 2-[1-(2-ethylsulfanyl-6-methyl-4-oxo-chromen-8-yl)ethylamino]-benzoate